4-(difluoromethyl)-5-fluoro-N-(6-methyl-5-(7-(methylamino)-1,6-naphthyridin-3-yl)pyridin-3-yl)picolinamide ditert-butyl-dicarbonate C(C)(C)(C)OC(=O)OC(=O)OC(C)(C)C.FC(C1=CC(=NC=C1F)C(=O)NC=1C=NC(=C(C1)C=1C=NC2=CC(=NC=C2C1)NC)C)F